2-methoxy-4-(2-(4-morpholinophenyl-amino)pyrimidin-4-yl)phenol COC1=C(C=CC(=C1)C1=NC(=NC=C1)NC1=CC=C(C=C1)N1CCOCC1)O